ClC=1C(=C(C=NC1C#N)C=1C=NC(=CC1)C)C 5-chloro-4,6'-dimethyl-[3,3'-bipyridine]-6-carbonitrile